4-((trimethylsilyl)ethynyl)benzylmethyl-Sulfonate C[Si](C)(C)C#CC1=CC=C(CCS(=O)(=O)[O-])C=C1